ClC=1C(=C(OCC2=CC=C(O2)C(=O)N2CCN(CC2)CC2=NC3=C(N2C[C@H]2OCC2)C=C(C=C3)C(=O)O)C=CC1)C (S)-2-((4-(5-((3-Chloro-2-methylphenoxy)methyl)furan-2-carbonyl)piperazin-1-yl)methyl)-1-(oxetan-2-ylmethyl)-1H-benzo[d]imidazole-6-carboxylic acid